(S)-2-(2-((5-chloro-2-(1H-tetrazol-1-yl) phenyl) amino)-2-oxoacetylamino)-3-(4-((S)-3-(dimethylamino) pyrrolidine-1-carboxamido) phenylpropionamido)-1H-indole-2-carboxylate ClC=1C=CC(=C(C1)NC(C(=O)N[C@]1(NC2=CC=CC=C2C1NC(CCC1=CC=C(C=C1)NC(=O)N1C[C@H](CC1)N(C)C)=O)C(=O)[O-])=O)N1N=NN=C1